FC=1C=C(C=CC1OC1=CC=NC2=CC(=CN=C12)OC)NC(=O)C=1C=NC(=C(C1O)C=1SC=CC1)C N-[3-Fluoro-4-[(7-methoxy-1,5-naphthyridin-4-yl)oxy]phenyl]-4-hydroxy-6-methyl-5-(2-thienyl)pyridine-3-carboxamide